CC1=[N+](C2=CC=CC(=C2C=C1Br)[N+](=O)[O-])[O-] 2-methyl-3-bromo-5-nitroquinoline 1-oxide